CC(CC)=NCCC[Si](OC)(OC)OC N-(1-methylpropylidene)-3-(trimethoxysilyl)-1-propanamine